BrC=1CN(C=C(C1)C(=O)NC1=C(C=C(C=C1C(=O)NC)Cl)C)C1=NC=CC=C1Cl 3-bromo-N-{4-chloro-2-methyl-6-[(methylamino)carbonyl]phenyl}-1-(3-chloro-2-pyridyl)-1H-pyridine-5-amide